8-(4,4-difluorocyclohexyl)-5-methyl-2-((7-methyl-2,3-dihydrobenzo[b][1,4]dioxine-6-yl)amino)-5,8-dihydropteridine-6,7-dione FC1(CCC(CC1)N1C(C(N(C=2C=NC(=NC12)NC1=CC2=C(OCCO2)C=C1C)C)=O)=O)F